(12aR)-10-chloro-9-(2-fluoro-6-hydroxyphenyl)-1,2,3,4,12,12a-hexahydro-6H-pyrazino[2,1-c][1,4]benzooxazepine-8-carbonitrile ClC1=C(C(=CC=2CN3[C@@H](COC21)CNCC3)C#N)C3=C(C=CC=C3O)F